[Pd](Cl)Cl.CCCC butane palladium chloride